C1(CCCC1)N1[C@@H](C(N(C=2C=NC(=NC12)N(C1=C(C=C(C(=O)OC)C=C1)OC)C)C)=O)CC (R)-methyl 4-((8-cyclopentyl-7-ethyl-5-methyl-6-oxo-5,6,7,8-tetrahydropteridin-2-yl)(methyl)amino)-3-methoxybenzoate